FC=1C=C(C=CC1C(=O)OC)B(O)O (3-fluoro-4-(methoxycarbonyl)phenyl)boronic acid